N-(2-methoxypyridin-4-yl)-1,8,10-triazatricyclo[7.4.0.02,7]trideca-2(7),3,5,8,10,12-hexaene-11-carboxamide COC1=NC=CC(=C1)NC(=O)C1=NC2=NC=3C=CC=CC3N2C=C1